Cl.FC=1C(=NC(=CC1)S(=O)(=O)C)C[C@H](N)C1=C(C=CC=C1)C1=NOC2=C1C=CC(=C2)C (S)-2-(3-Fluoro-6-methylsulfonylpyridine-2-yl)-1-[2-(6-methylbenzo[d]isoxazol-3-yl)phenyl]ethan-1-amine hydrochloride